5-fluoro-3-nitropyridin-2(1H)-one FC=1C=C(C(NC1)=O)[N+](=O)[O-]